tert-butyl (2R,4R)-4-(2-(2-chlorophenoxy)propanamido)-2-methylpiperidine-1-carboxylate ClC1=C(OC(C(=O)N[C@H]2C[C@H](N(CC2)C(=O)OC(C)(C)C)C)C)C=CC=C1